NCCOCC(C)(C)NC(OC(C)(C)C)=O tert-Butyl N-[2-(2-aminoethoxy)-1,1-dimethyl-ethyl]carbamate